ClC1=C(C=C2C=C(C(NC2=C1)=O)C=1C=C(C=CC1)CC(=O)O)C1=CC=C(C=C1)N1CCN(CC1)CC 2-(3-(7-chloro-6-(4-(4-ethylpiperazin-1-yl)phenyl)-2-oxo-1,2-dihydro-quinolin-3-yl)phenyl)acetic acid